2,4-dichloro-6-(2,5-dichlorophenyl)-1,3,5-triazine ClC1=NC(=NC(=N1)Cl)C1=C(C=CC(=C1)Cl)Cl